2-{[4-({6-[(4-cyano-2-fluorophenoxy)methyl]-5-fluoropyridin-2-yl}oxy)piperidin-1-yl]methyl}-1-{[(2S)-oxetan-2-yl]methyl}-1H-1,3-benzodiazole-6-carboxylic acid C(#N)C1=CC(=C(OCC2=C(C=CC(=N2)OC2CCN(CC2)CC2=NC3=C(N2C[C@H]2OCC2)C=C(C=C3)C(=O)O)F)C=C1)F